oxalic ACID C(C(=O)O)(=O)O